(E)-2-butanal CC(CC)=O